2-(D-prolyl)-5-(5-chloro-4-(((R)-1-(2,4-dichlorophenyl)ethyl)amino)pyrimidin-2-yl)-2,5-diazabicyclo[2.2.1]heptane N1[C@H](CCC1)C(=O)N1C2CN(C(C1)C2)C2=NC=C(C(=N2)N[C@H](C)C2=C(C=C(C=C2)Cl)Cl)Cl